(N-((1-((3-((2,3-dihydro-1H-inden-2-yl)carbamoyl)pyrazin-2-yl)carbamoyl)piperidin-4-yl)methyl)sulfamoyl)carbamate hydrobromide Br.C1C(CC2=CC=CC=C12)NC(=O)C=1C(=NC=CN1)NC(=O)N1CCC(CC1)CNS(=O)(=O)NC(O)=O